C1N(CC12CCNCC2)CC2=NC=C(C=N2)C2=C1CCN(C1=CC=C2)C=2C=C(C=1N(N2)C(=CN1)C(=O)N[C@H]1[C@H](C1)F)NC 6-[4-(2-{2,7-diazaspiro[3.5]nonan-2-ylmethyl}pyrimidin-5-yl)-2,3-dihydroindol-1-yl]-N-[(1R,2S)-2-fluorocyclopropyl]-8-(methylamino)imidazo[1,2-b]pyridazine-3-carboxamide